(R)-4-methyl-6-(5-(2-(4-methyl-1-oxo-1,3-dihydroisobenzofuran-5-yl)morpholine-4-carbonyl)thiazol-2-yl)pyridine-3-carbonitrile CC1=C(C=NC(=C1)C=1SC(=CN1)C(=O)N1C[C@H](OCC1)C=1C(=C2COC(C2=CC1)=O)C)C#N